C(C)(C)(C)N(C(O)=O)CCCBr.C1(CC1)N1N=C(N=C1)C1=CC(=C(C=C1)NC1=C(N=NC=C1)C(=O)NC([2H])([2H])[2H])OC(F)F 4-((4-(1-cyclopropyl-1H-1,2,4-triazol-3-yl)-2-(difluoromethoxy)phenyl)amino)-N-(methyl-d3)pyridazine-3-carboxamide tert-butyl-3-bromopropyl-carbamate